CN1C(=CC=2C(=NC(=CC21)C2=CC=C(CN1CCN(CC1)CCCO)C=C2)C)C2=CC=C(C=C2)S(=O)(=O)C 3-(4-(4-(1,4-Dimethyl-2-(4-(methylsulfonyl)phenyl)-1H-pyrrolo[3,2-c]pyridin-6-yl)benzyl)piperazin-1-yl)propan-1-ol